1-Ethyl-2-nitro-1H-imidazole-5-carbaldehyde C(C)N1C(=NC=C1C=O)[N+](=O)[O-]